C(C=C)OC(CC)O 1-allyloxypropanol